CN1C(C(=C(C2=CC=C(C=C12)N(C1COC1)C)N1CCC(CC1)C=1OC2=C(N1)C=C(C=C2)C)C(=O)N)=O 1-methyl-4-[4-(5-methyl-1,3-benzoxazol-2-yl)piperidin-1-yl]-7-[methyl(oxetan-3-yl)amino]-2-oxo-1,2-dihydroquinoline-3-carboxamide